2H-pyrazolo[4,3-c]Pyridin-4-amine N=1NC=C2C(=NC=CC21)N